N[C@H](CC(=O)O)CC1=C(C=CC=C1)C (S)-3-amino-4-(2-tolyl)-butyric acid